CNS(=O)(=O)CCC(=O)NC1=C(C=C(C=C1)C1=CC=CC=C1)C1=NN(C=C1)CC=1C=NC=CC1 3-(N-methylsulfamoyl)-N-(3-(1-(pyridin-3-ylmethyl)-1H-pyrazol-3-yl)-[1,1'-biphenyl]-4-yl)propanamide